COC(=O)C1=C(C=CC=C1)OC(OC1=C(C=CC=C1)C(=O)OC)=O.C(C1=CC=CC=C1)OC[C@H](CF)OC1=C(C=C(C(=C1)F)Cl)C(CC)=O (R)-1-(2-(1-(benzyloxy)-3-fluoroprop-2-yloxy)-5-chloro-4-fluorophenyl)propan-1-one bis(o-methoxycarbonyl-phenyl)carbonate